C(=C\CCCCCC)/C1=CC=C(C=C1)/C=C/C(=O)C1=C(OCC(=O)O)C=C(C=C1)O\C(=C/C)\CC 2-[2-[(E)-3-[4-[(E)-Oct-1-enyl]phenyl]prop-2-enoyl]-5-[(Z)-pent-2-en-3-yl]oxyphenoxy]acetic acid